(1-propyl-4-phenyl-1H-pyrrol-2-yl)(3,4,5-trimethoxyphenyl)methanone C(CC)N1C(=CC(=C1)C1=CC=CC=C1)C(=O)C1=CC(=C(C(=C1)OC)OC)OC